FC=1C(N(C=C(C1)C=1N=NC(=CC1)NC1C[C@@H]2[C@@H](CN(C2)C([2H])([2H])C2CCOCC2)C1)C)=O 3-fluoro-1-methyl-5-(6-(((3aR,5s,6aS)-2-((tetrahydro-2H-pyran-4-yl)methyl-d2)octahydrocyclopenta[c]pyrrol-5-yl)amino)pyridazin-3-yl)pyridin-2(1H)-one